N-[(1R)-1-(3-bromophenyl)ethyl]-6-methoxy-2-methylpyrido[3,4-d]pyrimidin-4-amine BrC=1C=C(C=CC1)[C@@H](C)NC=1C2=C(N=C(N1)C)C=NC(=C2)OC